NC1=CC=C(C=N1)C1=C(NC2=C(C=CC=C12)[C@H](C)N1C(OC2(CC(C2)CN)C1)=O)C(=O)O 3-(6-Aminopyridin-3-yl)-7-[(1S)-1-[(2r,4r)-2-(aminomethyl)-6-oxo-5-oxa-7-azaspiro[3.4]oct-7-yl]ethyl]-1H-indole-2-carboxylic acid